C1(CC1)C#CC1=NN=C(S1)NC(=O)C=1C=NC(=CC1C1=CC(=NC=C1OC)C(F)F)N1CC2(C1)CC(C2)(C)O N-(5-(cyclopropylethynyl)-1,3,4-thiadiazol-2-yl)-2'-(difluoromethyl)-6-(6-hydroxy-6-methyl-2-azaspiro[3.3]heptan-2-yl)-5'-methoxy-[4,4'-bipyridine]-3-carboxamide